NC1=C2C(=NC=N1)N(N=C2C2=CC(=C(C=C2)OC)F)C(C)C2=NC1=CC=CC(=C1C(N2C2CCC2)=O)F 2-(1-(4-amino-3-(3-fluoro-4-methoxyphenyl)-1H-pyrazolo[3,4-d]pyrimidin-1-yl)ethyl)-3-cyclobutyl-5-fluoroquinazolin-4(3H)-one